1-chloro-4-oxo-3-((pyrazin-2-ylmethyl)amino)-4,6,7,8-tetrahydropyrrolo[1,2-a]pyrazine-6-carboxylic acid hydrochloride Cl.ClC1=C2N(C(C(=N1)NCC1=NC=CN=C1)=O)C(CC2)C(=O)O